NCCC=1C=C2C=3CCCC(C3NC2=CC1)NCCC1=CC=C(C=C1)Cl 6-(2-aminoethyl)-N-(4-chlorophenyl-ethyl)-2,3,4,9-tetrahydro-1H-carbazol-1-amine